C(C)(=O)C1=C(N(C(=C1)C=O)C1=CC=C(C#N)C=C1)C 4-(3-acetyl-5-formyl-2-methyl-1H-pyrrol-1-yl)benzonitrile